COC(C#CC1=CN(C2=NC=C(C=C21)F)S(=O)(=O)C2=CC=C(C)C=C2)=O 3-(5-fluoro-1-tosyl-1H-pyrrolo[2,3-b]pyridin-3-yl)propiolic acid methyl ester